1-[3-(2,2-difluoroethoxy)phenyl]-3,3-dimethyl-N-(4-methyl-1,1-dioxo-thiazin-4-yl)-2-oxo-indoline-5-carboxamide FC(COC=1C=C(C=CC1)N1C(C(C2=CC(=CC=C12)C(=O)NC1(C=NS(C=C1)(=O)=O)C)(C)C)=O)F